Br[C@H](C(=O)N)C1CC1 (S)-2-bromo-2-cyclopropylacetamide